BrC=1C=CC2=C(NC(O2)=O)C1 5-bromo-benzoxazol-2-one